C1(CC1)OC1=C(C=CC(=C1)C(C)(C)O)NC=1N=CC2=C(N1)N(C(=C2)C#N)[C@H](COC)C (S)-2-((2-cyclopropoxy-4-(2-hydroxypropan-2-yl)phenyl)amino)-7-(1-methoxypropan-2-yl)-7H-pyrrolo[2,3-d]pyrimidine-6-carbonitrile